6,8-dihydro-5H-pyrido[2,3-d]Pyrimidin-7-one N1=CN=CC2=C1NC(CC2)=O